COC(CCC(=O)C=1SC(=C(C1)C=1C2=C(SC1)C=CC=C2)C)=O 4-(4-(benzo[b]thiophen-3-yl)-5-methylthiophen-2-yl)-4-oxobutanoic acid methyl ester